CN1C(=NN=C1)SC(C)C1=CC(=NC=C1)NC([O-])=O (4-(1-((4-methyl-4H-1,2,4-triazol-3-yl)thio)ethyl)pyridin-2-yl)carbamate